2-(8-amino-6-(4-fluorophenyl)-[1,2,4]triazolo[1,5-a]pyrazin-2-yl)ethanol NC=1C=2N(C=C(N1)C1=CC=C(C=C1)F)N=C(N2)CCO